C1(CC1)C(\C=C\OCC)=O (E)-1-cyclopropyl-3-ethoxy-prop-2-en-1-one